Cl.S1C=CC=2C1=CC=CC2S(=O)(=O)N2C=C(C=C2C2=C(C=CC=C2)F)CNC {[1-(1-benzothiophene-4-sulfonyl)-5-(2-fluorophenyl)-1H-pyrrol-3-yl]methyl}(methyl)amine hydrochloride